C(C)(C)C1=C(C=NN1C1=NC=CC(=N1)C=1SC=CC1)C(=O)OC Methyl 5-isopropyl-1-(4-(thiophen-2-yl)pyrimidin-2-yl)-1H-pyrazole-4-carboxylate